5-(4-(1,3-dioxolane-2-yl)piperidin-1-yl)picolinic acid O1C(OCC1)C1CCN(CC1)C=1C=CC(=NC1)C(=O)O